3-amino-4-(4-(4-(dimethylcarbamoyl)oxazol-2-yl)-1,4-diazepan-1-yl)thieno[2,3-b]pyridine-2-carboxylic acid methyl ester COC(=O)C1=C(C=2C(=NC=CC2N2CCN(CCC2)C=2OC=C(N2)C(N(C)C)=O)S1)N